ClC=1C=NC(=NC1)CN1C(=NC(=C1)C(F)(F)F)CCC(F)F 5-chloro-2-[[2-(3,3-difluoropropyl)-4-(trifluoromethyl)imidazol-1-yl]methyl]pyrimidine